C(#N)C1=NC2=CC(=CC(=C2N=C1N1CCC(CC1)(F)F)[C@H](C)NC1=C(C(=O)[O-])C=CC=C1)C (S)-2-((1-(2-cyano-3-(4,4-difluoropiperidin-1-yl)-7-methylquinoxalin-5-yl)ethyl)amino)benzoate